6-methoxy-2-tetrahydropyran-2-yl-indazol-5-amine COC=1C(=CC2=CN(N=C2C1)C1OCCCC1)N